tert-butyl 2-[(3S)-5-(4-chloro-2-fluoro-phenyl)-6,7-dimethyl-2-oxo-1,3-dihydrothieno[2,3-e][1,4]diazepin-3-yl]acetate ClC1=CC(=C(C=C1)C=1C2=C(NC([C@@H](N1)CC(=O)OC(C)(C)C)=O)SC(=C2C)C)F